S1C(=NC2=C1C=CC=C2)NC(=O)C2=C(C=C(C=C1CCN(CC1)C(=O)NCC)C=C2)F 4-(4-(benzo[d]thiazol-2-ylcarbamoyl)-3-fluorobenzylidene)-N-ethylpiperidine-1-carboxamide